The molecule is a trimethoxyflavone that is flavone substituted by methoxy groups at positions 6, 8 and 4' and hydroxy groups at positions 5 and 7 respectively. It has a role as a plant metabolite. It is a trimethoxyflavone and a dihydroxyflavone. It derives from a flavone. COC1=CC=C(C=C1)C2=CC(=O)C3=C(C(=C(C(=C3O2)OC)O)OC)O